N1(CCNCC1)CC12CN(CC2(C1)C(F)(F)F)C1=C2C=CC=NC2=C(C=C1)C#N 5-(1-(piperazin-1-ylmethyl)-5-(trifluoromethyl)-3-azabicyclo[3.1.0]hexane-3-yl)quinoline-8-carbonitrile